FC1=C(C=CC(=C1COC=1C=C2C(=NC1)NN=C2CC(F)(F)F)F)NS(=O)(=O)C=2C(=NC=C(C2)F)OC N-[2,4-difluoro-3-([[3-(2,2,2-trifluoroethyl)-1H-pyrazolo[3,4-b]pyridin-5-yl]oxy]methyl)phenyl]-5-fluoro-2-methoxypyridine-3-sulfonamide